CC1=COC2=C1C=C(C=C2)S(N(CCC2=CC=CC=C2)C2=C(C=CC=C2)N2CCN(CC2)C(C2=CC(=CC=C2)C)=O)(=O)=O 3-Methyl-5-(N-(2-(4-(3-methylbenzoyl)piperazin-1-yl)phenyl)-N-phenethylsulfamoyl)benzofuran